Br.NC1CC2=CC=C(C=C2C1)Br 2-amino-5-bromoindane hydrobromide